4-[(3S)-oxolan-3-yl]piperazine O1C[C@H](CC1)N1CCNCC1